N-(4-((2-(2-oxabicyclo[2.1.1]hexan-4-yl)-6-methylpyrimidin-4-yl)amino)-5-(6-methylpyrimidin-4-yl)pyridin-2-yl)acetamide C12OCC(C1)(C2)C2=NC(=CC(=N2)NC2=CC(=NC=C2C2=NC=NC(=C2)C)NC(C)=O)C